C(C)(=O)O[C@H]1[C@@H](O[C@@H]([C@H]([C@@H]1OC(C)=O)OC(C)=O)CN=[N+]=[N-])N=[N+]=[N-] 2,3,4-tri-O-acetyl-6-azido-6-deoxy-beta-D-glucopyranosyl azide